C(C)(C)(C)OC(NC[C@H]1OC2=C(C1)C1=C(N=C(S1)C1=C3N=CC(=NC3=CC(=C1)C)OC)C=C2F)=O (S)-((5-fluoro-2-(2-methoxy-7-methylquinoxalin-5-yl)-7,8-dihydrobenzofuro[5,4-d]thiazol-7-yl)methyl)carbamic acid tert-butyl ester